O[C@H](CC(=O)N[C@@H](C)C1=CC(=CC=C1)OC(F)(F)F)C(C)(C)C (R)-3-hydroxy-4,4-dimethyl-N-[(1S)-1-[3-(trifluoromethoxy)phenyl]ethyl]pentanamide